NC=1N=C(N(C(C1SC1=C(C(=CC=C1)Cl)Cl)=O)C)N1CCN(CC1)C[C@@H](CC1=CC=NC=C1)NC(OC(C)(C)C)=O tert-Butyl (R)-(1-(4-(4-amino-5-((2,3-dichlorophenyl)thio)-1-methyl-6-oxo-1,6-dihydropyrimidine-2-yl)piperazin-1-yl)-3-(pyridin-4-yl)propan-2-yl)carbamate